C(C)(C)N1N=NC2=C1C=CC(=C2)C2=NC(=NO2)C2=C(C=CC=C2)O 2-(5-(1-isopropyl-1H-benzo[d][1,2,3]triazol-5-yl)-1,2,4-oxadiazol-3-yl)phenol